ClC1=CC=C2CCC(CC2=C1)N1C(CC(C1)COC1=CC=C(C=C1)S(=O)(=O)CCCS(=O)(=O)C)C 1-[7-chloro-1,2,3,4-tetrahydronaphthalen-2-yl]-4-{[4-(3-methanesulfonylpropanesulfonyl)phenoxy]methyl}-2-methylpyrrolidine